4-(3-Amino-5-ethynylpyridin-4-yl)-2-chloro-N-(5-(difluoromethoxy)-6-(2H-1,2,3-triazole-2-yl)pyridin-3-yl)-5-fluorobenzamide NC=1C=NC=C(C1C1=CC(=C(C(=O)NC=2C=NC(=C(C2)OC(F)F)N2N=CC=N2)C=C1F)Cl)C#C